Cl.OC(C)(C)C1=CC=C(C(=O)N)C=C1 4-(2-hydroxy-propan-2-yl)benzamide hydrochloride